2-((1s,2s)-1-(2-cyano-5-fluorophenyl)-1-(1-ethyl-1H-pyrazol-4-yl)propan-2-yl)-5-hydroxy-N-(isoxazol-4-yl)-1-methyl-6-oxo-1,6-dihydropyrimidine-4-carboxamide C(#N)C1=C(C=C(C=C1)F)[C@H]([C@H](C)C=1N(C(C(=C(N1)C(=O)NC=1C=NOC1)O)=O)C)C=1C=NN(C1)CC